NC1CCC(CC1)CN1C(N(C2=C1C=CC=C2)CC=2C=NC=CC2)=O 1-(((1r,4r)-4-aminocyclohexyl)methyl)-3-(pyridin-3-ylmethyl)-1H-benzo[d]imidazol-2(3H)-one